C(C1=CC=CC=C1)OC=1C(=C(C=C(C1F)C(F)(F)F)C1=NN(C2=CC(=CC(=C12)Cl)Br)C)F 3-(3-(Benzyloxy)-2,4-difluoro-5-(trifluoromethyl)phenyl)-6-bromo-4-chloro-1-methyl-1H-indazole